C(C)(C)(C)OC(=O)N1[C@H](C[C@@]2(CCC(C2)(F)F)CC1)C1=CC=C(C=C1)C(=O)OC (5R,7R)-2,2-difluoro-7-(4-(methoxycarbonyl)phenyl)-8-azaspiro[4.5]decane-8-carboxylic acid tert-butyl ester